[I-](I)I.C(CC)[PH+](CCC)CCC tripropylphosphonium triiodide